BrC=1C=C2C(=CC(OC2=CC1O)=O)CO.N[SiH3] aminosilane compound with 6-bromo-4-hydroxymethyl-7-hydroxycoumarin